O=S1(CCC(CC1)NC1=CC=CC2=C1S(C=C2N2C=CC=C2)=O)=O 7-((1,1-dioxidotetrahydro-2H-thiopyran-4-yl)amino)-1-oxido-3-(1H-pyrrol-1-yl)benzo[b]thiophen